N[C@](C(=O)O)(CCCCB(O)O)CCN1[C@@H](CCC1)COC (R)-2-amino-6-borono-2-(2-((S)-2-(methoxymethyl)pyrrolidin-1-yl)ethyl)hexanoic acid